1,2-dimethylolcyclohexane C(O)C1C(CCCC1)CO